3-bromo-N-[2,4-dichloro-6-(methylcarbamoyl)phenyl]-1-(3,5-dichloro-2-pyridinyl)-1H-pyrazole-5-formamide BrC1=NN(C(=C1)C(=O)NC1=C(C=C(C=C1C(NC)=O)Cl)Cl)C1=NC=C(C=C1Cl)Cl